2-methyl-1-[2,3,4-tris[(4-vinylphenyl)methoxy]phenyl]propan-1-one CC(C(=O)C1=C(C(=C(C=C1)OCC1=CC=C(C=C1)C=C)OCC1=CC=C(C=C1)C=C)OCC1=CC=C(C=C1)C=C)C